ClC=1C=C2C(=CN=C(C2=CN1)O[C@H](C)C[C@@H](C)S(=O)(=O)C)C=C(C)C 6-chloro-4-(2-methylprop-1-en-1-yl)-1-(((2R,4R)-4-(methylsulfonyl)pentan-2-yl)oxy)-2,7-naphthyridine